The molecule is an anthocyanin cation that is peonidin substituted at position 3 by a 6-O-(cis-4 coumaryl)-beta-D-glucosyl residue. It has a role as a metabolite. It is a beta-D-glucoside, an anthocyanin cation, a cinnamate ester, an aromatic ether and a polyphenol. It derives from a cis-4-coumaric acid and a peonidin. COC1=C(C=CC(=C1)C2=[O+]C3=CC(=CC(=C3C=C2O[C@H]4[C@@H]([C@H]([C@@H]([C@H](O4)COC(=O)/C=C\\C5=CC=C(C=C5)O)O)O)O)O)O)O